FC1=CC(=C(C=C1)C=1C2=C(C(=NC1C=1C=NN(C1)C1CN(C1)C(C=C)=O)C=1C=C3CCNCC3=CC1)N=CS2)OC 1-[3-[4-[7-(4-fluoro-2-methoxy-phenyl)-4-(1,2,3,4-tetrahydroisoquinolin-6-yl)thiazolo[4,5-c]pyridin-6-yl]pyrazol-1-yl]azetidin-1-yl]prop-2-en-1-one